OC1=C(OC2=CC(=CC(=C2C1=O)O)O)C1=CC(=C(C(=C1)O)OC)O 3,5,7,3',5'-pentahydroxy-4'-methoxyflavone